6-(6-(((1R,2S,3S,5R)-6,6-difluoro-2-methoxy-8-azabicyclo[3.2.1]octan-3-yl)oxy)-1,2,4-triazin-3-yl)isoquinolin-7-ol FC1([C@H]2C[C@@H]([C@H]([C@@H](C1)N2)OC)OC2=CN=C(N=N2)C=2C=C1C=CN=CC1=CC2O)F